1-(azetidin-3-yl)-3-(isoquinolin-4-yl)-2-oxoimidazolidine-4-carbonitrile N1CC(C1)N1C(N(C(C1)C#N)C1=CN=CC2=CC=CC=C12)=O